Cl.Cl.O1N=C(C=C1)C1N(CCC1)N1CCCCC1 [2-(1,2-oxazol-3-yl)pyrrolidin-1-yl]piperidine dihydrochloride